3-bromo-5-[3-methyl-1-(4-methyl-1,2,4-triazol-3-yl)cyclobutyl]-1-(2,2,3,3,3-pentafluoropropyl)-1,2-dihydropyridin-2-one BrC=1C(N(C=C(C1)C1(CC(C1)C)C1=NN=CN1C)CC(C(F)(F)F)(F)F)=O